CC1(OB(OC1(C)C)C=1C=C(C=CC1)C1(CCC2=C1N=CS2)O)C 4-(3-(4,4,5,5-tetramethyl-1,3,2-dioxaborolan-2-yl)phenyl)-5,6-dihydro-4H-cyclopenta[d]thiazol-4-ol